COC1=C(C=C(C=C1)[C@@H]2[C@H](C(=O)C3=C(C=C(C(=C3O2)[C@@H]4[C@H](OC5=CC(=CC(=C5C4=O)O)O)C6=CC=C(C=C6)O)O)O)O)O The molecule is a biflavonoid isolated from the seeds of Garcinia kola that has been shown to exhibit hepatoprotective activity. It has a role as a hepatoprotective agent and a plant metabolite. It is a biflavonoid, a ring assembly, a member of dihydroflavonols, a secondary alpha-hydroxy ketone and a member of 4'-methoxyflavanones.